C(C)O[C@H]1CN(CC[C@@H]1OCC1=CC(=CC=C1)C(F)(F)F)C1=CC(N(C=2C=CC(=NC12)C#N)C)=O 8-((3S,4S)-3-Ethoxy-4-((3-(trifluoromethyl)benzyl)oxy)piperidin-1-yl)-5-methyl-6-oxo-5,6-dihydro-1,5-naphthyridin-2-carbonitril